N,N'-diaminoguanidine hydrochloride Cl.NNC(=N)NN